ClC1=C(C(=O)NC2(CC2)C#N)C=C(C=C1)C=1C=NN(C1)C=1N(N=C(C1C(F)(F)F)OC(C(C(C(C(C(F)(F)F)(F)F)(F)F)(F)F)(F)F)(F)F)C 2-chloro-N-(1-cyanocyclopropyl)-5-[1-[2-methyl-5-(1,1,2,2,3,3,4,4,5,5,6,6,6-tridecafluorohexanyloxy)-4-(trifluoromethyl)pyrazol-3-yl]pyrazol-4-yl]benzamide